2-(2-methyl-1H-imidazol-1-yl)ethan-1-amine CC=1N(C=CN1)CCN